N-(6-(3-methyl-2-(morpholinomethyl)-4-oxo-3,4-dihydroquinazolin-6-yl)-1H-benzo[d]imidazol-2-yl)propionamide CN1C(=NC2=CC=C(C=C2C1=O)C=1C=CC2=C(NC(=N2)NC(CC)=O)C1)CN1CCOCC1